2-[4-[5-Amino-4-cyano-1-(2-deuterio-2,2-difluoro-1-methyl-ethyl)pyrazol-3-yl]phenyl]-N-[3-(2,2-dimethylpropyl)isoxazol-5-yl]propanamide NC1=C(C(=NN1C(C(F)(F)[2H])C)C1=CC=C(C=C1)C(C(=O)NC1=CC(=NO1)CC(C)(C)C)C)C#N